5-amino-2-[(4-aminophenyl)amino]benzenesulfonate NC=1C=CC(=C(C1)S(=O)(=O)[O-])NC1=CC=C(C=C1)N